2-[4-[(3S)-3-(5-Cyano-3-pyridyl)isoxazolidine-2-carbonyl]-1-piperidyl]-5-fluoro-pyrimidine-4-carboxamide C(#N)C=1C=C(C=NC1)[C@H]1N(OCC1)C(=O)C1CCN(CC1)C1=NC=C(C(=N1)C(=O)N)F